S1C=NC2=C1C(=CC=C2)S(=O)(=O)Cl benzo[d]thiazole-7-sulfonyl chloride